N-(4-(2-(cyclopropanecarboxamido)pyridin-4-yl)-2-methylbenzyl)-5-(1-fluoro-2-methylpropan-2-yl)-1,2,4-oxadiazole-3-carboxamide C1(CC1)C(=O)NC1=NC=CC(=C1)C1=CC(=C(CNC(=O)C2=NOC(=N2)C(CF)(C)C)C=C1)C